tert-butyl N-cyclobutyl-N-[(3R)-1-(2-hydroxyquinoxalin-6-yl)pyrrolidin-3-yl]carbamate C1(CCC1)N(C(OC(C)(C)C)=O)[C@H]1CN(CC1)C=1C=C2N=CC(=NC2=CC1)O